C(C=C)(=O)OCCC1OC(C1)P(=O)(O)O 2-[4-(dihydroxy Phosphoryl)-2-oxetanyl]ethyl acrylate